ClC1=C(C=CC=C1Cl)N1C(NC(=CC1=O)O)=S=O 3-(2,3-dichlorophenyl)-6-hydroxy-2-sulfinyl-1,2,3,4-tetrahydropyrimidin-4-one